5-(8-(1,3-dimethyl-4-morpholino-2-oxo-2,3-dihydro-1H-imidazo[4,5-c]pyridin-6-yl)isoquinolin-3-yl)-N-(3-(4-(2,6-dioxopiperidin-3-yl)furo[3,2-c]pyridin-2-yl)prop-2-yn-1-yl)picolinamide CN1C(N(C=2C(=NC(=CC21)C=2C=CC=C1C=C(N=CC21)C=2C=CC(=NC2)C(=O)NCC#CC2=CC=1C(=NC=CC1O2)C2C(NC(CC2)=O)=O)N2CCOCC2)C)=O